CN([C@H](C)C(=O)O)C1=C(C=CC=C1C)C methyl-D-N-(2,6-xylyl)alanine